(4-Acetylpiperazin-1-yl)-N-(4-bromopyridin-2-yl)propanamide C(C)(=O)N1CCN(CC1)C(C(=O)NC1=NC=CC(=C1)Br)C